8-(1-(2,2-difluoroethyl)-1H-pyrazolo[3,4-b]pyrazin-6-yl)-3,3-dimethyl-2-(6-(trifluoromethyl)pyridin-3-yl)-2,8-diazaspiro[4.5]decan-1-one FC(CN1N=CC=2C1=NC(=CN2)N2CCC1(CC(N(C1=O)C=1C=NC(=CC1)C(F)(F)F)(C)C)CC2)F